t-butyl-[2-(5-chloro-3-thienyl)ethoxy]-dimethyl-silane C(C)(C)(C)[Si](C)(C)OCCC1=CSC(=C1)Cl